ClC1=C(C(=O)N(C(=O)C2CC2)C=2C(=C(C(=O)N(C3=C(C=C(C=C3)C(C(F)(F)F)(C(F)(F)F)F)C)C(=O)C3CC3)C=CC2)F)C=CC=C1 3-(2-chloro-N-(cyclopropanecarbonyl)benzamido)-N-(cyclopropanecarbonyl)-2-fluoro-N-(2-methyl-4-(perfluoropropan-2-yl)phenyl)benzamide